OC1=C(C=CC(=C1)OCCOCCC)C1=NC(=NC(=N1)C1=C(C=C(C=C1)OCCOCCC)O)C1=C(C=C(C=C1)OCCOCCC)O 2,4,6-Tris(2-hydroxy-4-propoxyethoxyphenyl)-1,3,5-triazine